BrC1=CC(=C(C=C1)SC)C (4-bromo-2-methylphenyl)(methyl)sulfane